FC1(CCN(CC1)CCCCCCCC(=O)NC=1C=CC=C2C(=NN(C12)C)C1C(NC(CC1)=O)=O)F 8-(4,4-difluoropiperidin-1-yl)-N-(3-(2,6-dioxopiperidin-3-yl)-1-methyl-1H-indazol-7-yl)octanamide